(4-((4-(butylamino)-5-(trifluoromethyl)-7H-pyrrolo[2,3-d]pyrimidin-2-yl)amino)-3-methoxyphenyl)dimethyl-phosphine oxide C(CCC)NC=1C2=C(N=C(N1)NC1=C(C=C(C=C1)P(C)(C)=O)OC)NC=C2C(F)(F)F